benzotriazol-1-yl-oxytri(pyrrolidinyl)phosphonium hexafluorophosphate F[P-](F)(F)(F)(F)F.N1(N=NC2=C1C=CC=C2)O[P+](N2CCCC2)(N2CCCC2)N2CCCC2